(S)-1-([1,1'-biphenyl]-4-ylmethyl)-N-(7-(3-hydroxy-3-methylbut-1-yn-1-yl)-5-methyl-4-oxo-2,3,4,5-tetrahydrobenzo[b][1,4]oxazepin-3-yl)-1H-1,2,4-triazole-3-carboxamide C1(=CC=C(C=C1)CN1N=C(N=C1)C(=O)N[C@@H]1C(N(C2=C(OC1)C=CC(=C2)C#CC(C)(C)O)C)=O)C2=CC=CC=C2